isobutoxymagnesium bromide C(C(C)C)O[Mg]Br